CCCCCCCCCC1=CC=C(C=C1)O 4-n-Nonylphenol